2,4-dimethyl-1,3-dimethoxybenzene CC1=C(C=CC(=C1OC)C)OC